C(C)(C)OC1=CN=CC(=N1)NC1=C(C=NN1C)C1=CC=C(C=N1)C1=CC=C(C=C1)C1(CC1)C(=O)OC Methyl 1-[4-[6-[5-[(6-isopropoxypyrazin-2-yl)amino]-1-methyl-pyrazol-4-yl]-3-pyridyl]phenyl]cyclopropanecarboxylate